CC(C[Mg]I)CCCC(=C)C 2,6-dimethyl-6-heptenyl-magnesium iodide